5-bromo-6-(4-methoxyphenyl)nicotinic acid methyl ester COC(C1=CN=C(C(=C1)Br)C1=CC=C(C=C1)OC)=O